6-chloro-N-(6-fluoro-3-oxo-1,3-dihydro-2-benzofuran-5-yl)-1H-pyrrolo[2,3-b]pyridine-3-sulfonamide ClC1=CC=C2C(=N1)NC=C2S(=O)(=O)NC2=CC1=C(COC1=O)C=C2F